N[C@@H]1C2=CC=CC=C2CC12CCN(CC2)C2=C(C=C(C=C2C(=C)C2=NNCC2)F)F (S)-6-(1-amino-1,3-dihydrospiro[indene-2,4'-piperidine]-1'-yl)-3-(1-(3,5-difluorophenyl)vinyl)-1,5-dihydro-4H-pyrazole